CN1N=C(C=C1SCC1CCN(CC1)C(=O)OC(C)(C)C)C(F)(F)F tert-Butyl 4-(((1-methyl-3-(trifluoromethyl)-1H-pyrazol-5-yl)thio)methyl)piperidine-1-carboxylate